ClC1=C(C(=CC=C1Cl)O)[C@H]1C[C@H](CN1)C(C(=O)N)C 2-[(3S,5R)-5-(2,3-dichloro-6-hydroxyphenyl)pyrrolidin-3-yl]propionamide